(4-(7-(6-amino-3-fluoro-4-methylpyridin-2-yl)-6-chloroquinazolin-4-yl)piperazin-1-yl)prop-2-en-1-one NC1=CC(=C(C(=N1)C1=C(C=C2C(=NC=NC2=C1)N1CCN(CC1)C(C=C)=O)Cl)F)C